(R,Z)-(3-(1-((tert-butylsulfinyl)imino)ethyl)-5-(difluoromethyl)-4-fluorophenyl)carbamic acid tert-butyl Ester C(C)(C)(C)OC(NC1=CC(=C(C(=C1)C(F)F)F)\C(\C)=N/[S@](=O)C(C)(C)C)=O